dichloro[1,3-bis(2,4,6-trimethylphenyl)-2-imidazolidinylidene](2-methoxyphenyl)ruthenium (II) Cl[Ru-3](C1=C(C=CC=C1)OC)(=C1N(CCN1C1=C(C=C(C=C1C)C)C)C1=C(C=C(C=C1C)C)C)Cl